CN1CC2=CC(=C(C=C2CC1)C)NC1=NC=C2C(=N1)N(N=C2)C[C@H]2N(CCC2)C(C)=O (S)-1-(2-((6-((2,6-dimethyl-1,2,3,4-tetrahydroisoquinolin-7-yl)amino)-1H-pyrazolo[3,4-d]pyrimidin-1-yl)methyl)pyrrolidin-1-yl)ethan-1-one